1-(Spiro(azetidine-3,2'-chroman)-6'-yl)dihydropyrimidine-2,4(1H,3H)-dione O1C2(CCC3=CC(=CC=C13)N1C(NC(CC1)=O)=O)CNC2